(S)-5-(2-(4-(5-chloro-2-(4-(trifluoromethyl)-1H-1,2,3-triazol-1-yl)phenyl)-5-methoxy-2-oxopyridin-1(2H)yl)-3-phenylpropionamido)picolinic acid ClC=1C=CC(=C(C1)C1=CC(N(C=C1OC)[C@H](C(=O)NC=1C=CC(=NC1)C(=O)O)CC1=CC=CC=C1)=O)N1N=NC(=C1)C(F)(F)F